ClC=1C=NC(=NC1)N[C@H]1CN(CC1)C(=O)C1=CC(=C(C=C1)NC(C=C)=O)N1CC(CC1)N(C)C N-(4-((R)-3-((5-chloropyrimidin-2-yl)amino)pyrrolidine-1-carbonyl)-2-(3-(dimethylamino)pyrrolidin-1-yl)phenyl)acrylamide